1-(difluoromethoxy)-2-(methylsulfonylmethyl)-4-nitrobenzene FC(OC1=C(C=C(C=C1)[N+](=O)[O-])CS(=O)(=O)C)F